C1(CCCC1)N1CCN(CC1)C1CCN(CC1)C1=C(C=C(C(=C1)OC)NC1=NC=NC(=C1)N1OCC[C@@H]1C1=CC=CC=C1)NC(C=C)=O N-(2-(4-(4-cyclopentylpiperazine-1-yl)piperidine-1-yl)-4-methoxy-5-((6-((R)-3-phenylisoxazolidine-2-yl)pyrimidine-4-yl)amino)phenyl)acrylamide